C(C)SC1=CC(=NC=C1)OC 4-(ethylthio)-2-methoxypyridine